S1C2=C(C=C1)C(=CC=C2)C=2C=C(SC2)C(CCC(=O)O)=O 4-(4-(benzo[b]thiophen-4-yl)thiophen-2-yl)-4-oxobutyric acid